2-[1-methyl-5-(trifluoromethyl)pyrazol-3-yl]acetic acid CN1N=C(C=C1C(F)(F)F)CC(=O)O